(trans)-methyl 4-((((2S,4S)-4-(6-carbamoyl-2-fluoro-3-methoxyphenyl)-5-chloro-2-phenyl-2,3-dihydrobenzofuran-2-yl)methyl)amino)cyclohexanecarboxylate C(N)(=O)C1=CC=C(C(=C1C1=C(C=CC2=C1C[C@](O2)(C2=CC=CC=C2)CN[C@@H]2CC[C@H](CC2)C(=O)OC)Cl)F)OC